(S)-2-amino-4-(2-amino-3-(((2S,3R,4S,5S,6R)-3,4,5-trihydroxy-6-(hydroxymethyl)tetrahydro-2H-pyran-2-yl)oxy)phenyl)-4-oxobutanoic acid N[C@H](C(=O)O)CC(=O)C1=C(C(=CC=C1)O[C@@H]1O[C@@H]([C@H]([C@@H]([C@H]1O)O)O)CO)N